6-(aminomethyl)-N-(3,4-dichloro-2-fluorophenyl)-6,7-dihydrofuro[3,2-g]quinazolin-4-amine NCC1COC2=C1C=C1C(=NC=NC1=C2)NC2=C(C(=C(C=C2)Cl)Cl)F